C(C=C)(=O)OCCCCCCCCCCCCCCCCCC[Si](C)(C)I acryloyloxyoctadecyliododimethylsilane